tert-Butyl (±)-4-((4-(4-((2,6-dioxopiperidin-3-yl)aminocarbonyl)-3-fluorophenyl)piperazin-1-yl)methyl)piperidine-1-carboxylate O=C1NC(CC[C@H]1NC(=O)C1=C(C=C(C=C1)N1CCN(CC1)CC1CCN(CC1)C(=O)OC(C)(C)C)F)=O |r|